O(P([O-])(=O)OP(=O)(OO)[O-])C(CCC)=O 3-hydroxy butyryl diphosphate